(5-(1H-pyrrolo[2,3-b]pyridin-3-yl)pyrazolo[1,5-a]pyridin-3-yl)(4-methylpiperazin-1-yl)methanone N1C=C(C=2C1=NC=CC2)C2=CC=1N(C=C2)N=CC1C(=O)N1CCN(CC1)C